ClC=1C(=CC(=NC1C1=CC=C(C=C1)F)C(CNC(=O)C=1C=C2C=C(C=NC2=C(C1)OC)C)(C(F)(F)F)O)C(C)(C)O (-)-N-{2-[5-chloro-6-(4-fluorophenyl)-4-(2-hydroxypropan-2-yl)pyridin-2-yl]-3,3,3-trifluoro-2-Hydroxypropyl}-8-methoxy-3-methylquinoline-6-carboxamide